(R)- and (S)-3-chloro-N-(2,4-dimethoxybenzyl)-2,6-difluoro-N-(6-fluoropyridin-2-yl)-4-(3-methyl-3-(piperidin-1-yl)pyrrolidin-1-yl)benzenesulfonamide ClC=1C(=C(C(=CC1N1C[C@@](CC1)(N1CCCCC1)C)F)S(=O)(=O)N(C1=NC(=CC=C1)F)CC1=C(C=C(C=C1)OC)OC)F |r|